(4-(7-methoxyquinolin-4-yl)piperazin-1-yl)(1-(pyridin-4-ylcarbonyl)piperidin-3-yl)methanone COC1=CC=C2C(=CC=NC2=C1)N1CCN(CC1)C(=O)C1CN(CCC1)C(=O)C1=CC=NC=C1